2-((4-(methylsulfonamido)phenyl)sulfonamido)-4-(trifluoromethyl)-N-(3-(trifluoromethyl)bicyclo[1.1.1]pentan-1-yl)benzamide CS(=O)(=O)NC1=CC=C(C=C1)S(=O)(=O)NC1=C(C(=O)NC23CC(C2)(C3)C(F)(F)F)C=CC(=C1)C(F)(F)F